5-bromo-2-fluoro-4-iodo-N,N-bis(4-methoxybenzyl)aniline BrC=1C(=CC(=C(N(CC2=CC=C(C=C2)OC)CC2=CC=C(C=C2)OC)C1)F)I